N-(4-aminobutyl)-4-aminobutanol NCCCCNCCCCO